2,5-dicarboxylfluorobenzene C(=O)(O)C1=C(C=C(C=C1)C(=O)O)F